F[C@@H]1[C@@H](CN(C1)C1=NOC(C1)C1=NC=C(C=C1C1=C(C=C(C=C1F)F)F)F)NS(N(C)C)(=O)=O N'-[(3R,4S)-4-fluoro-1-{5-[5-fluoro-3-(2,4,6-trifluorophenyl)pyridin-2-yl]-4,5-dihydro-1,2-oxazol-3-yl}pyrrolidin-3-yl]-N,N-dimethylsulfuric diamide